[Cl-].CO[Si](CCC[N+](C)(C)C)(OC)OC 3-trimethoxysilylpropyl-N,N,N-trimethylammonium chloride